S1C(NCCCC1)=S 1,3-THIAZEPAN-2-THION